ClC1=CC=C(C=C1)COC1=NN=C(S1)NC(=O)C=1C=NC=CC1C1=C(C=C(C=C1)F)OC N-[5-[(4-chlorophenyl)methoxy]-1,3,4-thiadiazol-2-yl]-4-(4-fluoro-2-methoxyphenyl)pyridine-3-carboxamide